3,3-dimethyltetrahydro-2H-pyran-4-amine CC1(COCCC1N)C